FC1(CCN(CC1)C1=NC(=CC=N1)C(C)(C)O)F 2-(4,4-Difluoropiperidin-1-yl)-6-(2-hydroxypropan-2-yl)pyrimidin